O-tetradecanoylcarnitine C(CCCCCCCCCCCCC)(=O)OC(C[N+](C)(C)C)CC([O-])=O